C1(=CC=CC=C1)CCC1=CC2=C(S1)C1=CC=3C=CC4=C(SC(=C4)CCC4=CC=CC=C4)C3C=C1C=C2 2,8-bis(2-phenylethyl)anthra[1,2-b:5,6-b']dithiophene